N-(2-(hydroxyamino)-2-oxoethyl)-3-(2,3,4-trihydroxy-phenyl)propanamide palladium (II) [Pd+2].ONC(CNC(CCC1=C(C(=C(C=C1)O)O)O)=O)=O